NC1=NC=CC(=N1)C=1C=C(C(=NC1)CNC(=O)C1=CC2=C(S1)CCCC2)F N-((5-(2-aminopyrimidin-4-yl)-3-fluoropyridin-2-yl)methyl)-4,5,6,7-tetrahydrobenzo[b]thiophene-2-carboxamide